COC(CC1CCN(CC1)C=1C=CC(=NC1)N)OC 5-[4-(2,2-dimethoxyethyl)-1-piperidinyl]pyridin-2-amine